COC(CC)(OC)P(O)(=O)C.C(C)(C)N isopropylamine (1,1-dimethoxypropyl)methylphosphinate